Benzyl (2R*,4r,6R)-6-(2-cyano-4-methoxy-5-(((1S,2R,3S,4R)-3-(((1-methylcyclobutyl)methyl)carbamoyl)bicyclo[2.2.1]heptan-2-yl)carbamoyl)phenoxy)spiro[3.3]heptane-2-carboxylate C(#N)C1=C(OC2CC3(CC(C3)C(=O)OCC3=CC=CC=C3)C2)C=C(C(=C1)OC)C(N[C@@H]1[C@H]2CC[C@@H]([C@@H]1C(NCC1(CCC1)C)=O)C2)=O